2-Hydroxypropane-1,3-diyl dipentanoate C(CCCC)(=O)OCC(COC(CCCC)=O)O